S(=O)(=O)(O)C1=CC=C(C)C=C1.S(=O)(=O)(O)C1=CC=C(C)C=C1.NC(C(=O)NCCN1CCOCC1)C(CC)C 2-amino-3-methyl-N-(2-morpholinoethyl)-pentanamide ditosylate